COC(=O)[C@@H]1C[C@H](CCC1)OC=1C(=NC(=CC1)C=1N=NN(C1NC(=O)NCC1=CC=CC=C1)C)C (1S,3S)-3-((6-(5-(3-benzylureido)-1-methyl-1H-1,2,3-triazol-4-yl)-2-methylpyridin-3-yl)oxy)cyclohexane-1-carboxylic acid methyl ester